Cl.ClC=1C=C(C=CC1Cl)NC(NC1=NC(=CC(=N1)NC1CNCCC1)C)=O 2-[3-(3,4-dichlorophenyl)ureido]-6-methyl-4-(3-piperidylamino)pyrimidine hydrochloride